4-((2-hydroxyethyl)sulfonamido)-N-(9-methyl-2,3,4,4a,9,9a-hexahydro-1H-carbazol-6-yl)-2-(6-azaspiro[2.5]octan-6-yl)benzamide OCCS(=O)(=O)NC1=CC(=C(C(=O)NC=2C=C3C4CCCCC4N(C3=CC2)C)C=C1)N1CCC2(CC2)CC1